CC1=NC(=NC(=C1)C)CO (4,6-dimethylpyrimidin-2-yl)methanol